CC1=CC=C(C=C1)C(C(=O)N)Br (4-methylphenyl)-2-bromoacetamide